calcium n-decanoate C(CCCCCCCCC)(=O)[O-].[Ca+2].C(CCCCCCCCC)(=O)[O-]